FC1=CC2=C(NC(=N2)C[C@H](C(=O)N[C@H]2C3=C(CN4N(C2=O)CCC4)C=CC=C3)C)C(=C1)C (R)-3-(5-fluoro-7-methyl-1H-benzo[d]imidazol-2-yl)-2-methyl-N-((S)-11-oxo-2,3,10,11-tetrahydro-1H,5H-benzo[d]pyrazolo[1,2-a][1,2]diazepin-10-yl)propionamide